6-(2-Boc-3,4-dihydro-1H-isoquinolin-7-yl)-1-(3-chlorophenyl)-5-methyl-7-oxo-pyrazolo[4,3-d]pyridine-3-carboxylic acid C(=O)(OC(C)(C)C)N1CC2=CC(=CC=C2CC1)N1C(=CC2=C(C1=O)N(N=C2C(=O)O)C2=CC(=CC=C2)Cl)C